CC1=CC=C(C=NCCC2=C(C(=CC=C2)O)O)C=C1 (2-((4-methylbenzylidene)amino)ethyl)benzene-1,2-Diol